C(C)(C)(C)NC(O[C@H]1CN(CC1(F)F)C=1C=2N(N=C(C1)C=1C(NC(NC1)=O)=O)C=CN2)=O (S)-1-(6-(2,4-dioxo-1,2,3,4-tetrahydropyrimidin-5-yl)imidazo[1,2-b]pyridazin-8-yl)-4,4-difluoropyrrolidin-3-yl tert-butylcarbamate